3-(cyclopropylsulfonyl)phenol C1(CC1)S(=O)(=O)C=1C=C(C=CC1)O